BrC1=CC=C2C(=N1)N(CC2)CC=2SC=CC2 6-bromo-1-(thiophen-2-ylmethyl)-2,3-dihydro-1H-pyrrolo[2,3-b]pyridine